OC1=CC=C(C=C1)C(C)(C1=CC=C(C=C1)O)C1=CC=C(C=C1)O tris(4-hydroxy-phenyl)ethane